BrC1=C(C=C(C=C1OCC)[C@@H](C)NC(OC(C)(C)C)=O)OCC tert-butyl [(1R)-1-(4-bromo-3,5-diethoxyphenyl)ethyl]carbamate